CC1=NC=C(C(=C1)C1=CC=2N(C=C1)N=C(C2)NC2=NC=NC=C2)OC2C[C@H]1COC[C@@H](C2)N1 5-[2-methyl-5-[[(1R,5S,7s)-3-oxa-9-azabicyclo[3.3.1]nonan-7-yl]oxy]-4-pyridyl]-N-pyrimidin-4-yl-pyrazolo[1,5-a]pyridin-2-amine